NC1=NC(=C(C(=N1)C(=O)O)C=1C=C2C(=NC=NC2=CC1)C)C1=CC=C(C=C1)F 2-amino-6-(4-fluorophenyl)-5-(4-methylquinazolin-6-yl)pyrimidine-4-carboxylic acid